COC=1C=C(CN(C=2SC=C(N2)CN2CCCCC2)CC2=CC=C(C=C2)N2CCCC2)C=CC1 N-(3-methoxybenzyl)-4-(piperidin-1-ylmethyl)-N-(4-(pyrrolidin-1-yl)benzyl)thiazol-2-amine